N-[5-(4-phenylpiperazin-1-yl)-1-(triisopropyl-silyl)indol-3-yl]propanamide C1(=CC=CC=C1)N1CCN(CC1)C=1C=C2C(=CN(C2=CC1)[Si](C(C)C)(C(C)C)C(C)C)NC(CC)=O